potassium argon N-(6-((8-chloro-3-methyl-1,5-dioxo-3-(pyridin-2-yl)-1,2,3,5-tetrahydroimidazo[1,5-a]pyridin-6-yl)amino)pyrimidin-4-yl)cyclopropanecarboxamide ClC1=C2N(C(C(=C1)NC1=CC(=NC=N1)NC(=O)C1CC1)=O)C(NC2=O)(C2=NC=CC=C2)C.[Ar].[K]